C1=CC=CC2=C1C1=C(C(O2)=O)C=CC=C1 dibenzopyrane-6-one